acryloxyhexyl-3-phosphonopropionate C(C=C)(=O)OCCCCCCOC(CCP(=O)(O)O)=O